(cis)-ethyl 4-(2-bromo-4-fluorophenyl)-6-(1-((3-methyl-3-(((trimethylsilyl)ethoxy)carbonyl)cyclobutyl)sulfonyl)piperidin-4-yl)-2-(thiazol-2-yl)-1,4-dihydropyrimidine-5-carboxylate BrC1=C(C=CC(=C1)F)C1N=C(NC(=C1C(=O)OCC)C1CCN(CC1)S(=O)(=O)C1CC(C1)(C(=O)OCC[Si](C)(C)C)C)C=1SC=CN1